(1R,3R,5R)-N-((R)-(4-chloro-2,5-difluorophenyl)(cyclopropyl)methyl)-2-((5-(ethylsulfonyl)-3-pyridinyl)carbonyl)-2-azabicyclo[3.1.0]hexane-3-carboxamide ClC1=CC(=C(C=C1F)[C@H](NC(=O)[C@@H]1N([C@@H]2C[C@@H]2C1)C(=O)C=1C=NC=C(C1)S(=O)(=O)CC)C1CC1)F